Methyl 5-(4-bromo-5-methylthiophen-2-yl)-2H-1,2,6-thiadiazine-3-carboxylate 1,1-dioxide BrC=1C=C(SC1C)C=1C=C(NS(N1)(=O)=O)C(=O)OC